O=C1N(CC2=CC(=CC=C12)N1CCC2(OCCO2)CC1)C1C(NC(CC1)=O)=O 3-(1-oxo-5-(1,4-dioxa-8-azaspiro[4.5]decan-8-yl)isoindolin-2-yl)piperidine-2,6-dione